9-(4-((1-(3-fluoropropyl)pyrrolidin-3-yl)methyl)phenyl)-7-methyl-8-(4-(trifluoromethyl)phenyl)-6,7-dihydro-5H-benzo[7]annulene-3-carboxylic acid FCCCN1CC(CC1)CC1=CC=C(C=C1)C1=C(C(CCC2=C1C=CC(=C2)C(=O)O)C)C2=CC=C(C=C2)C(F)(F)F